Ethyl 2-(2,6-dimethyl-4-((4-(4-(methylthio)phenyl)-5-oxo-4,5-dihydro-1H-1,2,4-triazol-1-yl)methyl)phenoxy)-2-methylpropionate CC1=C(OC(C(=O)OCC)(C)C)C(=CC(=C1)CN1N=CN(C1=O)C1=CC=C(C=C1)SC)C